tert-butyl 2-[1-[5-(2,6-dibenzyloxy-3-pyridyl)-3-fluoro-2-pyridyl]-4-piperidyl]acetate C(C1=CC=CC=C1)OC1=NC(=CC=C1C=1C=C(C(=NC1)N1CCC(CC1)CC(=O)OC(C)(C)C)F)OCC1=CC=CC=C1